ethylenebis(oxyethylene) bis[3-(3-tert-butyl-4-hydroxy-5-methylphenyl) propionate] C(C)(C)(C)C=1C=C(C=C(C1O)C)CCC(=O)OCCOCCOCCOC(CCC1=CC(=C(C(=C1)C)O)C(C)(C)C)=O